C(C)(C)N1CCC=2C1=CN=C(C2)C2=NC(=NN2)NC2=NC=C(C=C2NC)C(F)(F)F N2-(5-(1-Isopropyl-2,3-dihydro-1H-pyrrolo[2,3-c]pyridin-5-yl)-1H-1,2,4-triazol-3-yl)-N3-methyl-5-(trifluoromethyl)pyridine-2,3-diamine